CC1=C(N=CO1)CO (5-methyl-oxazol-4-yl)methanol